2-(4-pentylphenyl)acetophenone C(CCCC)C1=CC=C(C=C1)CC(=O)C1=CC=CC=C1